C12CN(CC(C1)C2)C2=NC=1N(C=C2)N=CC1N(C)C 5-(3-Azabicyclo[3.1.1]heptan-3-yl)-N,N-dimethylpyrazolo[1,5-a]pyrimidin-3-amine